C(C)(C)(C)OC(=O)N[C@@H](CCC1=NC=C(C=C1C12N(CCC2C1)C1=NC=2N(C=C1)N=CC2C(=O)O)F)C 5-(1-(2-((R)-3-((tert-butoxycarbonyl)amino)butyl)-5-fluoropyridin-3-yl)-2-azabicyclo[3.1.0]Hexane-2-yl)pyrazolo[1,5-a]Pyrimidine-3-carboxylic acid